(S)-11-(4-chlorothiophen-2-yl)-8-((3S,5R)-3,5-dimethylpiperazin-1-yl)-3-(1H-1,2,3-triazol-1-yl)-10-(trifluoromethyl)-3,4-dihydro-[1,4]thiazepino[2,3,4-ij]quinazolin-6(2H)-one ClC=1C=C(SC1)C1=C(C=C2C(=NC(N3C2=C1SC[C@H](C3)N3N=NC=C3)=O)N3C[C@@H](N[C@@H](C3)C)C)C(F)(F)F